8-((2s,5r)-4-(1-(2,6-difluoro-4-methoxyphenyl)ethyl)-2,5-dimethylpiperazin-1-yl)-5-methyl-6-oxo-5,6-dihydro-1,5-naphthyridine-2-carbonitrile FC1=C(C(=CC(=C1)OC)F)C(C)N1C[C@@H](N(C[C@H]1C)C1=CC(N(C=2C=CC(=NC12)C#N)C)=O)C